(4-methylpiperazin-1-yl)(3-(3-(pyridin-3-yl)pyrazolo[1,5-a]pyridin-5-yl)-1H-pyrrolo[2,3-b]pyridin-5-yl)methanone CN1CCN(CC1)C(=O)C=1C=C2C(=NC1)NC=C2C2=CC=1N(C=C2)N=CC1C=1C=NC=CC1